tert-butyl 2-(4-hydroxyphenyl)-4-methyl-7-(trifluoromethyl)-4H-quinazoline-3-carboxylate OC1=CC=C(C=C1)C1=NC2=CC(=CC=C2C(N1C(=O)OC(C)(C)C)C)C(F)(F)F